5-(dibenzylamino)pentanoic acid C(C1=CC=CC=C1)N(CCCCC(=O)O)CC1=CC=CC=C1